OCCCOC1=CC=C(C=C1)C(C1=CC=C(C=C1)C=CC(=O)C1=CC=CC=C1)C1=CC=CC=C1 3-[4-[[4-(3-Hydroxypropoxy)phenyl]-phenylmethyl]phenyl]-1-phenylprop-2-en-1-one